tert-butyl-(2-ethoxy-2-oxoethoxy) azetidine-1-carboxylate N1(CCC1)C(=O)OOC(C(=O)OCC)C(C)(C)C